BrC1=NN2C(N(C(CC2C)=O)CC2=CC=C(C=C2)C=2N(C=C(N2)C(F)(F)F)C)=C1 2-bromo-7-methyl-4-(4-(1-methyl-4-(trifluoromethyl)-1H-imidazol-2-yl)benzyl)-6,7-dihydropyrazolo[1,5-a]pyrimidin-5(4H)-one